C(C=C)C(CO)CC=C 2-Allyl-pent-4-en-1-ol